N-(benzofuran-2-ylmethyl)-3,3-dimethyl-2-oxo-1-(2,4,6-trifluorobenzyl)indoline-6-carboxamide O1C(=CC2=C1C=CC=C2)CNC(=O)C2=CC=C1C(C(N(C1=C2)CC2=C(C=C(C=C2F)F)F)=O)(C)C